fmoc-L-aspartic acid-4-tert-butyl ester C(C)(C)(C)OC(C[C@H](NC(=O)OCC1C2=CC=CC=C2C2=CC=CC=C12)C(=O)O)=O